C(C)S1C(=NC(=C1C(=O)O)C)NC1=NC(=CC(=N1)NCC1=CC=C(C=C1)C#N)N1CCC(CC1)N(C)C ethyl-2-[[4-[[(4-cyanophenyl)methyl]amino]-6-[4-(dimethylamino)-1-piperidinyl]-2-pyrimidinyl]amino]-4-methyl-5-thiazolecarboxylic acid